C1=C(C=CC=2C3=CC=CC=C3NC12)N1C2=CC=CC=C2C=2C=CC=CC12 2,9-bicarbazole